(1S,2S)-N-(6-(5-chloro-6-fluoro-7-(1-(methylsulfonyl)ethyl)-1H-indazol-4-yl)imidazo[1,2-a]pyrazin-2-yl)-2-fluorocyclopropane-1-carboxamide ClC=1C(=C2C=NNC2=C(C1F)C(C)S(=O)(=O)C)C=1N=CC=2N(C1)C=C(N2)NC(=O)[C@H]2[C@H](C2)F